CC1C(C(CC=C1)(C)C)CC=CC 1-(2,6,6-TRIMETHYL-3-CYCLOHEXEN-1-YL)-2-BUTEN